N(C(=N)N)CCCCCCNC(=N)N hexamethylenebisguanidine